OC=1C(C2(COC2)CC(C1)=O)C(=O)OC methyl 6-hydroxy-8-oxo-2-oxaspiro[3.5]non-6-ene-5-carboxylate